N-(4-((3-(ethyl-amino)-1H-pyrazolo[3,4-b]-pyridin-4-yl)oxy)-3-fluorophenyl)-3-(4-fluorophenyl)-1-isopropyl-2,4-dioxo-1,2,3,4-tetra-hydropyrimidine-5-carboxamide C(C)NC1=NNC2=NC=CC(=C21)OC2=C(C=C(C=C2)NC(=O)C=2C(N(C(N(C2)C(C)C)=O)C2=CC=C(C=C2)F)=O)F